5H-furo[2,3-b]pyrrole O1C=CC=2C1=NCC2